trifluoromethylsulfonamide ammonium salt [NH4+].FC(F)(F)S(=O)(=O)N